4-[(2R)-3-(3,4-dihydro-1H-isoquinolin-2-yl)-2-hydroxy-propyl]-8-[[3-fluoro-1-(2-fluoroethyl)-4-piperidinyl]oxy]-2,3-dihydro-1,4-benzoxazepin-5-one C1N(CCC2=CC=CC=C12)C[C@H](CN1CCOC2=C(C1=O)C=CC(=C2)OC2C(CN(CC2)CCF)F)O